pentadecafluoro-1-n-octanol FCC(C(C(C(C(C(C(O)(F)F)(F)F)(F)F)(F)F)(F)F)(F)F)(F)F